2,3-dihydro-[1,3]diazolo[1,5-a]imidazole-2-carboxamide N1C=2N(CC1C(=O)N)C=NC2